citraldehyde C(CC(O)(C=O)CC=O)=O